2,4-difluorophenylpropanoic acid FC1=C(C=CC(=C1)F)C(C(=O)O)C